(3-pentadecylphenyl) bis(dimethylamino) phosphate P(=O)(OC1=CC(=CC=C1)CCCCCCCCCCCCCCC)(ON(C)C)ON(C)C